ClCC1=NSC(=N1)NC(=O)C1=C(OC(=C1)C1=CC(=CC=C1)C(F)(F)F)C(F)(F)F N-(3-(chloromethyl)-1,2,4-thiadiazol-5-yl)-2-(trifluoromethyl)-5-(3-(trifluoromethyl)phenyl)furan-3-carboxamide